((1,4-dioxan-2-yl)methyl)-2-(1-(trifluoromethyl)cyclohex-2-en-1-yl)acetamide O1C(COCC1)CC(C(=O)N)C1(C=CCCC1)C(F)(F)F